1-Tert-butyl N-[1-[3-[3-[(4-methoxyphenyl)methyl]-2,4-dioxo-hexahydropyrimidin-1-yl]imidazo[1,2-a]pyridin-8-yl]-4-piperidyl]-N-methyl-carbamate COC1=CC=C(C=C1)CN1C(N(CCC1=O)C1=CN=C2N1C=CC=C2N2CCC(CC2)N(C(OC(C)(C)C)=O)C)=O